diethyl ((3-bromo-6-(3-hydroxy-3-methylbutoxy)benzo[b]thiophen-2-yl)difluoromethyl)phosphonate BrC=1C2=C(SC1C(F)(F)P(OCC)(OCC)=O)C=C(C=C2)OCCC(C)(C)O